Tert-butyl N-[2-[[3-[[4-[4-(3,5-dichlorophenyl)piperazin-1-yl]sulfonylphenyl]carbamoyl]-4-[methyl(methylsulfonyl)amino]benzoyl]-(2-hydroxyethyl)amino]ethyl]carbamate ClC=1C=C(C=C(C1)Cl)N1CCN(CC1)S(=O)(=O)C1=CC=C(C=C1)NC(=O)C=1C=C(C(=O)N(CCNC(OC(C)(C)C)=O)CCO)C=CC1N(S(=O)(=O)C)C